C1(=CC=CC=C1)N1N(C(C(C1=O)CCS(=O)C1=CC=CC=C1)=O)C1=CC=CC=C1 1,2-diphenyl-4-(2-benzenesulfinyl)ethyl-3,5-pyrazolidinedione